6-{[1-methyl-4-(6-methylpyridin-3-yl)-1H-1,2,3-triazol-5-yl]methoxy}-2-(oxacyclohexane-4-carbonyl)-1,2,3,4-tetrahydro-2,7-naphthyridine CN1N=NC(=C1COC=1C=C2CCN(CC2=CN1)C(=O)C1CCOCC1)C=1C=NC(=CC1)C